BrCOCBr monobromomethyl ether